O1CC(CC1)CC1=NC(=NN1)C(=O)N (tetrahydrofuran-3-ylmethyl)-1,2,4-triazole-3-carboxamide